(S)-2-amino-2-cyclopropylpropanoic acid N[C@@](C(=O)O)(C)C1CC1